ClC1=CC=C(C=C1)C=1SC(=C(N1)C=1C(N(N(C1C)C)C1=CC=CC=C1)=O)C 4-(2-(4-chlorophenyl)-5-methylthiazol-4-yl)-1,5-dimethyl-2-phenyl-1,2-dihydro-3H-pyrazol-3-one